tert-Butyl 10-hydroxy-10-((6-oxo-4-phenylpyrimidin-1(6H)-yl)methyl)-7-azaspiro[4.5]decane-7-carboxylate OC1(CCN(CC12CCCC2)C(=O)OC(C)(C)C)CN2C=NC(=CC2=O)C2=CC=CC=C2